COC(=O)C1=CC=2C(=NC(=CC2)CC2CCNCC2)S1 6-(piperidin-4-ylmethyl)thieno[2,3-b]pyridine-2-carboxylic acid methyl ester